α-nitro-N-phenylacetamide [N+](=O)([O-])CC(=O)NC1=CC=CC=C1